1,3-bis(4-amino-3,3-dimethylbutyl)tetrahydroxydisiloxane NCC(CC[Si](O[Si](CCC(CN)(C)C)(O)O)(O)O)(C)C